ethyl (S)-3-(3-(4-hydroxy-1-methyl-2-oxo-1,2-dihydropyridin-3-yl)ureido)-3-(6-phenylpyridin-2-yl)propanoate OC1=C(C(N(C=C1)C)=O)NC(N[C@@H](CC(=O)OCC)C1=NC(=CC=C1)C1=CC=CC=C1)=O